CC1=NC=C2NC(N(C2=N1)C=1C=NC(=CC1)OC1=CC=CC2=C1C1(CC1)CO2)=O 2-methyl-9-(6-spiro[2H-benzofuran-3,1'-cyclopropane]-4-yloxy-3-pyridyl)-7H-purin-8-one